methyl 3-chloro-2-(2-(1,3-dimethyl-1H-pyrazol-4-yl)-4,6-difluorophenyl)imidazo[1,2-a]pyridine-7-carboxylate ClC1=C(N=C2N1C=CC(=C2)C(=O)OC)C2=C(C=C(C=C2F)F)C=2C(=NN(C2)C)C